NC1(CC2=CC(=CC=C2CC1)OC1=C(C=CC=C1)C1=C(C(=CC=C1)C)F)C(=O)O 2-amino-7-((2'-fluoro-3'-methyl-[1,1'-biphenyl]-2-yl)oxy)-1,2,3,4-tetrahydronaphthalene-2-carboxylic acid